FC=1C=C(C=O)C=C(C1OC1=CC(=NC=C1)C(F)(F)F)F 3,5-difluoro-4-[[2-(trifluoromethyl)-4-pyridyl]oxy]benzaldehyde